CN(C1CN(CC1)C(=O)C=1C=C2C(=NNC2=CC1)C#CC1=C(C(=O)NC)C=CC=C1)C 2-((5-(3-(dimethylamino)pyrrolidine-1-carbonyl)-1H-indazol-3-yl)ethynyl)-N-methylbenzamide